N-benzyl-5-(hydroxy(methyl)amino)pentanamide C(C1=CC=CC=C1)NC(CCCCN(C)O)=O